C(CC=C)N1N=CC(=C1)B1OC(C(O1)(C)C)(C)C 1-(but-3-en-1-yl)-4-(4,4,5,5-tetramethyl-1,3,2-dioxaborolan-2-yl)-1H-pyrazole